2-isocyano-4'-methyl-1,1'-biphenyl [N+](#[C-])C1=C(C=CC=C1)C1=CC=C(C=C1)C